propan-2-yl (2S)-2-aminopropionate N[C@H](C(=O)OC(C)C)C